P(=O)(OCN1N=C(C(=C1C)C1=CC=C(C=C1)NC([C@@H](NC(=O)C=1N(N=CC1)C)C1CCCCC1)=O)C)([O-])[O-].[Na+].[Na+] Disodium [4-[4-[[(2S)-2-cyclohexyl-2-[(2-methylpyrazole-3-carbonyl)amino]acetyl]amino]phenyl]-3,5-dimethyl-pyrazol-1-yl]methyl phosphate